C1(CCCCC1)OC1=CC(=C(C2=CC=CC=C12)O)C1NS(C2=C(C3=C1C=CC=C3)C=CC=C2)(=O)=O (-)-7-(4-cyclohexyloxy-1-hydroxynaphthalen-2-yl)-6,7-dihydrodibenzo[d,f][1,2]thiazepine 5,5-dioxide